CC1=C(C(=O)O)C=C(C=C1)N1CCN(C2(CC2)C1)C methyl-5-(4-methyl-4,7-diazaspiro[2.5]octan-7-yl)benzoic acid